4-sulfo-2,3,5,6-tetrafluorophenol sodium salt [Na+].S(=O)(=O)([O-])C1=C(C(=C(C(=C1F)F)O)F)F